C[C@@H]1N(C[C@H](N(C1)C(C)C=1C=C2N=C(C=NC2=CC1)C)C)C=1C=2N=C(N(C2N(C(N1)=O)C)CC)CC#N 2-(6-((2S,5R)-2,5-dimethyl-4-(1-(3-methylquinoxalin-6-yl)ethyl)piperazin-1-yl)-9-ethyl-3-methyl-2-oxo-3,9-dihydro-2H-purin-8-yl)acetonitrile